OC(=O)C(F)(F)F.N[C@@H](CCCCN)C(=O)O L-lysinate TFA salt